N-((S)-2,2-dicyclopropyl-1-(5-(((S)-2-oxo-4-(trifluoro-methyl)imidazolidin-1-yl)methyl)benzo[d]oxazol-2-yl)ethyl)-4-methyl-1,2,5-oxadiazole-3-carboxamide C1(CC1)C([C@@H](C=1OC2=C(N1)C=C(C=C2)CN2C(N[C@@H](C2)C(F)(F)F)=O)NC(=O)C2=NON=C2C)C2CC2